Dimethylsilanediyl-(fluorenyl)(t-butylamide) titanium dichloride [Cl-].[Cl-].[Ti+3].C[Si](=CC(C)(C)[N-]C1=CC=CC=2C3=CC=CC=C3CC12)C